1-(2-((2S,4R)-4-fluoro-2-(5-methyl-2-(trifluoromethyl)-[1,2,4]triazolo[1,5-a]pyrimidin-7-ylcarbamoyl)pyrrolidin-1-yl)-2-oxoethyl)-5-(pyridazin-4-yl)-1H-indazole-3-carboxamide F[C@@H]1C[C@H](N(C1)C(CN1N=C(C2=CC(=CC=C12)C1=CN=NC=C1)C(=O)N)=O)C(NC1=CC(=NC=2N1N=C(N2)C(F)(F)F)C)=O